(2Z,4E)-2-(benzenesulfinyl)-5-phenylpenta-2,4-dienenitrile C1(=CC=CC=C1)S(=O)\C(\C#N)=C/C=C/C1=CC=CC=C1